3-(2,4-Dichlorophenyl)-1,2-oxazol-5-amine ClC1=C(C=CC(=C1)Cl)C1=NOC(=C1)N